5-isononyl alcohol CCCCC(CC(C)C)O